ClC1=C(N(C=C1)C)C1=NN=C(S1)NC(=O)C1=CC(=C(C(O1)=O)OCCOC)NC1=NC=CC=C1F N-(5-(3-chloro-1-methyl-1H-pyrrol-2-yl)-1,3,4-thiadiazol-2-yl)-4-((3-fluoropyridin-2-yl)amino)-3-(2-methoxyethoxy)-2-oxo-2H-pyran-6-carboxamide